C(C)NC(CC=1C(OC2=C(C(=C(C=C2C1C)OC)O)C=O)=O)=O N-ethyl-2-(8-formyl-7-hydroxy-6-methoxy-4-methyl-2-oxo-2H-chromen-3-yl)acetamide